[C@@H]12N(C[C@@H](NC1)C2)C=2C=NC(=NC2)CC2CC21N(CCC(C1)C(=O)N)C(=O)C1=CC(=NN1)C1=CC(=NC=C1F)OC ((5-((1S,4S)-2,5-diazabicyclo[2.2.1]heptan-2-yl)pyrimidin-2-yl)methyl)-4-(3-(5-fluoro-2-methoxypyridin-4-yl)-1H-pyrazole-5-carbonyl)-4-azaspiro[2.5]octane-7-carboxamide